FC(C(=O)O)(F)F.C1(CCC1)C=1C(=CC(=C(C(=O)NS(=O)(=O)N2CCC(CC2)OC2CN(C2)C)C1)F)OCC1CCCC1 5-cyclobutyl-4-(cyclopentylmethoxy)-2-fluoro-N-((4-((1-methylazetidin-3-yl)oxy)piperidin-1-yl)sulfonyl)benzamide 2,2,2-trifluoroacetate